(2R,4R)-6-chloro-7-fluoro-4-hydroxy-N-(3-{6-[4-(trifluoromethyl)-1H-imidazol-1-yl]pyridin-3-yl}bicyclo[1.1.1]pentan-1-yl)-3,4-dihydro-2H-1-benzopyran-2-carboxamide ClC=1C(=CC2=C([C@@H](C[C@@H](O2)C(=O)NC23CC(C2)(C3)C=3C=NC(=CC3)N3C=NC(=C3)C(F)(F)F)O)C1)F